(S)-N-methyl-6-(1-(trifluoromethyl)-1H-pyrazol-4-yl)-2,3-dihydrobenzofuran-3-amine CN[C@@H]1COC2=C1C=CC(=C2)C=2C=NN(C2)C(F)(F)F